FC1=C(C=CC=C1)N1N=NC(=C1C)C(C)O 1-(1-(2-fluorophenyl)-5-methyl-1H-1,2,3-triazol-4-yl)ethanol